heptagalloyl-glucose C(C1=CC(O)=C(O)C(O)=C1)(=O)C([C@]([C@]([C@@]([C@](C(=O)C(C1=CC(O)=C(O)C(O)=C1)=O)(O)C(C1=CC(O)=C(O)C(O)=C1)=O)(O)C(C1=CC(O)=C(O)C(O)=C1)=O)(O)C(C1=CC(O)=C(O)C(O)=C1)=O)(O)C(C1=CC(O)=C(O)C(O)=C1)=O)(O)C(C1=CC(O)=C(O)C(O)=C1)=O